The molecule is a member of the class of pyridines that is pyridine which is substituted at positions 2 and 5 by o-(tetrazol-5-yl)phenyl and (3,5-dibutyl-1,2,4-triazol-1-yl)methyl groups, respectively. It is a nonpeptide antagonist of angiotensin II, type 1 (AT1) receptors, used for the treatment of hypertension. It has a role as an angiotensin receptor antagonist and an antihypertensive agent. It is a member of tetrazoles, a member of pyridines, a member of triazoles and a member of benzenes. CCCCC1=NN(C(=N1)CCCC)CC2=CN=C(C=C2)C3=CC=CC=C3C4=NNN=N4